COC=1C=C2C(=NC(=NC2=CC1OC)C)NC(C)C1=CC=C(S1)C1=C(C#N)C=CC=C1 2-(5-{1-[(6,7-dimethoxy-2-methylquinazolin-4-yl)amino]ethyl}thiophen-2-yl)benzonitrile